(S)-1-(4-fluoro-2-(1-(2-(oxazol-2-yl)-5-oxa-2-azaspiro[3.4]oct-7-yl)piperidin-4-yl)phenoxy)-2-methylpropan-2-ol FC1=CC(=C(OCC(C)(O)C)C=C1)C1CCN(CC1)[C@@H]1COC2(CN(C2)C=2OC=CN2)C1